C(#N)C=1N=C2C(=NC1N1CCC(CC1)(C)NC(OC(C)(C)C)=O)NN=C2C2=C(C(=CC=C2)Cl)Cl tert-Butyl (1-(5-cyano-3-(2,3-dichlorophenyl)-1H-pyrazolo[3,4-b]pyrazin-6-yl)-4-methylpiperidin-4-yl)carbamate